C(C)(C)(C)OC(=O)N1C[C@@H](OC[C@@H]1C(C)C)CO (2R,5S)-2-(hydroxymethyl)-5-(propan-2-yl)morpholine-4-carboxylic acid tert-butyl ester